1-acetyl-N-(6-(1-methyl-1H-pyrazol-4-yl)isoquinolin-3-yl)piperidine-4-carboxamide C(C)(=O)N1CCC(CC1)C(=O)NC=1N=CC2=CC=C(C=C2C1)C=1C=NN(C1)C